N-(3-benzoylaminophenyl)-4-(pyridin-3-yl)piperazine-1-carboxamide C(C1=CC=CC=C1)(=O)NC=1C=C(C=CC1)NC(=O)N1CCN(CC1)C=1C=NC=CC1